9-[1-[[6-chloro-2-(1-methylpyrazol-4-yl)-3-pyridinyl]amino]ethyl]-4,7-dimethyl-3-(4-piperidinyl)pyrazolo[3,4-C]isoquinolin-5-one ClC1=CC=C(C(=N1)C=1C=NN(C1)C)NC(C)C=1C=2C3=C(N(C(C2C=C(C1)C)=O)C)N(N=C3)C3CCNCC3